(4-amino-2-oxabicyclo[2.1.1]hexane-1-yl)-[4-[5-(trifluoromethyl)pyrimidin-2-yl]piperazin-1-yl]methanone NC12COC(C1)(C2)C(=O)N2CCN(CC2)C2=NC=C(C=N2)C(F)(F)F